1-aminoethyl-trimethoxysilane NC(C)[Si](OC)(OC)OC